decylurethane C(CCCCCCCCC)NC(=O)OCC